ClC=1C=CC(=NC1)/C(=C/C=1C=CC(=C(C1)[C@]1(N=C(SCC1)N)C)F)/F (S,Z)-4-(5-(2-(5-Chloropyridin-2-yl)-2-fluorovinyl)-2-fluorophenyl)-4-methyl-5,6-dihydro-4H-1,3-thiazin-2-amin